acryloxypropyltris((trimethylsiloxy)ethyldimethylsiloxy)silane C(C=C)(=O)OCCC[Si](O[Si](CCO[Si](C)(C)C)(C)C)(O[Si](CCO[Si](C)(C)C)(C)C)O[Si](C)(C)CCO[Si](C)(C)C